4-((4-(2-(2-aminopyridin-3-yl)-5-phenyl-3H-imidazo[4,5-b]pyridin-3-yl)-3-fluorophenyl)carbamoyl)cyclohexane-1-carboxylic acid NC1=NC=CC=C1C1=NC=2C(=NC(=CC2)C2=CC=CC=C2)N1C1=C(C=C(C=C1)NC(=O)C1CCC(CC1)C(=O)O)F